BrC1=C(C(=C(C(=C1)[N+](=O)[O-])F)F)F 1-bromo-2,3,4-trifluoro-5-nitro-benzene